trans-4-(((trans-4-(3-Cyano-4-methoxy-phenyl)cyclohexyl)-methyl)(3-(1-cyclopropyl-1H-pyrazol-4-yl)phenyl)carbamoyl)-cyclohexyl methyl-carbamate CNC(O[C@@H]1CC[C@H](CC1)C(N(C1=CC(=CC=C1)C=1C=NN(C1)C1CC1)C[C@@H]1CC[C@H](CC1)C1=CC(=C(C=C1)OC)C#N)=O)=O